C(C)(=O)OCC1=C(C=C(C(=C1)F)F)F 2,4,5-trifluorobenzyl acetate